methyl α-bromoisobutyrate BrC(C(=O)OC)(C)C